ClC1=C2CC(NCC2=CC=C1OC)C(=O)O 5-chloro-6-methoxy-1,2,3,4-tetrahydroisoquinoline-3-carboxylic acid